O1C=COC=C1C(=O)O [1,4]Dioxin-6-carboxylic acid